C1=CC(=C(C(=C1)I)[N+](=O)[O-])O Iodonitrophenol